CC([C@H](C)N)(C)C (S)-3,3-dimethylbutan-2-amine